NC1=NC=CC2=C(C(=CC=C12)CC=1N=C(C(=NC1)C(=O)N)NCC1CCN(CC1)C)C ({1-amino-5-methylisoquinolin-6-yl}methyl)-3-(((1-methylpiperidin-4-yl)methyl)amino)pyrazine-2-carboxamide